ClC=1C(=C(C=CC1)S(=O)(=O)NC1=C(C=C(C=C1F)C#C[Si](C)(C)C)F)C 3-chloro-N-[2,6-difluoro-4-(2-trimethylsilylethynyl)phenyl]-2-methyl-benzenesulfonamide